C(C)OC(C(CC(C1=CC=C(C=C1)C(F)(F)F)=O)=O)=O 2,4-dioxo-4-(4-trifluoromethyl-phenyl)-butyric acid ethyl ester